N-methyl-4-(2-((4-((methylsulfonyl)methyl)phenyl)amino)thiazol-4-yl)benzenesulfonamide CNS(=O)(=O)C1=CC=C(C=C1)C=1N=C(SC1)NC1=CC=C(C=C1)CS(=O)(=O)C